hexyl-triphenylphosphine bromide [Br-].C(CCCCC)C1=C(C=CC=C1)P(C1=CC=CC=C1)C1=CC=CC=C1